N1(C=NC=C1)CCCNC(=O)C1=NC2=C(N1C)C=CC=C2 N-(3-(1H-imidazol-1-yl)propyl)-1-methyl-1H-benzo[d]imidazole-2-carboxamide